2-(6-fluoro-1,1-dimethylisochroman-8-yl)-2-(3-(5-(5,6,7,8-tetrahydro-1,8-naphthyridin-2-yl)pentyloxy)azetidin-1-yl)acetic acid FC=1C=C2CCOC(C2=C(C1)C(C(=O)O)N1CC(C1)OCCCCCC1=NC=2NCCCC2C=C1)(C)C